CC1=C(C=C(C=C1)C)NC(=O)N1CCN(CC1)C1=CC(=CC=C1)OC N-(2,5-dimethylphenyl)-4-(3-methoxyphenyl)piperazine-1-carboxamide